BrC=1C(=CC(=NC1)OC)C(F)(F)F 5-bromo-2-methoxy-4-(trifluoromethyl)pyridine